C1(CCCCC1)N(C)CC=1C=C(C(=O)O)C=CC1C1=CC=2C(=NC3=C(C=C(C=C3C2)F)NC)N1 3-((cyclohexyl(methyl)amino)methyl)-4-(6-fluoro-8-(methylamino)-1H-pyrrolo[2,3-b]quinolin-2-yl)benzoic Acid